C(C)(C)(C)OC(=O)[C@@H]1N[C@H]([C@@]([C@H]1C1=CC(=C(C=C1)Cl)Cl)(C1=C(C=C(C=C1)Cl)F)CN)CC(C)(C)C (2R,3R,4S,5S)-4-(aminomethyl)-4-(4-chloro-2-fluorophenyl)-3-(3,4-dichlorophenyl)-5-neopentylpyrrolidine-2-carboxylic acid tert-butyl ester